methyl 3-bromo-4-(4-hydroxy-2,6-dimethylphenoxy)benzoate BrC=1C=C(C(=O)OC)C=CC1OC1=C(C=C(C=C1C)O)C